benzyl (1R,2S,5S)-2-[[tert-butoxycarbonyl-[[(3S)-2-oxopyrrolidin-3-yl]methyl]amino]carbamoyl]-6,6-dimethyl-3-azabicyclo[3.1.0]hexane-3-carboxylate C(C)(C)(C)OC(=O)N(C[C@H]1C(NCC1)=O)NC(=O)[C@@H]1[C@H]2C([C@H]2CN1C(=O)OCC1=CC=CC=C1)(C)C